C(C)C1=CC=C(CC2C(N(C(S2)=O)CCCC(=O)NC=2C=CC(=C(C(=O)O)C2)C)=O)C=C1 5-(4-(5-(4-ethylbenzyl)-2,4-dioxothiazolidin-3-yl)butanamido)-2-methylbenzoic acid